COC(C1CCN(CC1)C1=NOC(=C1)[C@H](C(=O)N1[C@@H](C[C@H](C1)O)C(=O)N[C@@H](C)C1=CC=C(C=C1)C1=C(N=CS1)C)C(C)C)OC (2S,4R)-1-[(2R)-2-[3-[4-(dimethoxymethyl)-1-piperidyl]isoxazol-5-yl]-3-methyl-butanoyl]-4-hydroxy-N-[(1S)-1-[4-(4-methylthiazol-5-yl)phenyl]ethyl]pyrrolidine-2-carboxamide